2-(5-(benzyloxy)-3'-fluoro-[1,1'-biphenyl]-2-yl)ethanamine C(C1=CC=CC=C1)OC=1C=CC(=C(C1)C1=CC(=CC=C1)F)CCN